FC(C1=CC=C(NC2=C(C=CC=C2)C2=NN=C(O2)C2OC(OC2)=O)C=C1)(F)F 4-[5-[2-[4-(trifluoromethyl)anilino]phenyl]-1,3,4-oxadiazol-2-yl]-1,3-dioxolan-2-one